C(C)(C)(C)OC(=O)N1CC2CC(CC(C1)C2)N 7-amino-3-azabicyclo[3.3.1]nonane-3-carboxylic acid tert-butyl ester